C1NCCC12CCN(CC2)C(CO)CO 2-(2,8-Diazaspiro[4.5]decan-8-yl)propane-1,3-diol